6-(1-Methylbenzimidazol-4-yl)-3-(4-morpholinoanilino)pyrazin-2-carboxamid CN1C=NC2=C1C=CC=C2C2=CN=C(C(=N2)C(=O)N)NC2=CC=C(C=C2)N2CCOCC2